ClC=1N=C(SC1C(C)=O)C=1C=NN2C1C=CC(=C2)OC 1-[4-chloro-2-(6-methoxypyrazolo[1,5-a]pyridin-3-yl)-1,3-thiazol-5-yl]ethanone